N1C=CC2=CC(=CC=C12)N 1H-indol-5-amin